diethylamino-α-methylstyrene bismuth [Bi].C(C)N(CC)C=C(C1=CC=CC=C1)C